FC=1C(=CC2=C(C(=CO2)C(=O)O)C1)C1=NN=NN1 5-fluoro-6-(1H-tetrazol-5-yl)benzofuran-3-carboxylic acid